C(C(C)C)NC1CN(CC1)C(=O)N1CCN(C2=CC=CC=C12)CC1=NC=CC=C1 (3-(isobutylamino)pyrrolidin-1-yl)(4-(pyridin-2-ylmethyl)-3,4-dihydroquinoxalin-1(2H)-yl)methanone